FC1=C(C=CC=C1)NC1=C(C(=NN1)C1=CC=C(C=C1)NC(=O)NC1=CC=C(C=C1)OC(F)(F)F)C(=O)N 5-((2-fluorophenyl)amino)-3-(4-(3-(4-(trifluoromethoxy)phenyl)ureido)phenyl)-1H-pyrazole-4-carboxamide